5-iodo-2-methyl-3-(trifluoromethyl)-phenylacetic acid IC=1C=C(C(=C(C1)CC(=O)O)C)C(F)(F)F